C1(CC1)C1=C(C=C(C(=C1)[N+](=O)[O-])OC)N1CCC(CC1)C1CCN(CC1)CC1CCN(CC1)C=1C=C2C(N(C(C2=CC1)=O)C1C(NC(CC1)=O)=O)=O 5-(4-((1'-(2-cyclopropyl-5-methoxy-4-nitrophenyl)-[4,4'-bipiperidin]-1-yl)methyl)piperidin-1-yl)-2-(2,6-dioxopiperidin-3-yl)isoindoline-1,3-dione